O1CCCC12CCN(CC2)S(=O)(=O)C=2C=CC(=C(C2)C2=CN=C1C(=NC=NN12)N)C 7-(5-((1-Oxa-8-azaspiro[4.5]decan-8-yl)sulfonyl)-2-methylphenyl)imidazo[2,1-f][1,2,4]triazin-4-amine